2-(1H-indol-3-yl)-1-(pyrrolidin-1-yl)ethanone N1C=C(C2=CC=CC=C12)CC(=O)N1CCCC1